2-(methacryloyloxy)ethyl succinate C(CCC(=O)[O-])(=O)OCCOC(C(=C)C)=O